N-(1'-(6-(1-cyanoethoxy)-2-(1,1-difluoroethyl)pyrimidin-4-yl)-1',2'-dihydrospiro[cyclopropane-1,3'-pyrrolo[3,2-c]pyridin]-6'-yl)acetamide C(#N)C(C)OC1=CC(=NC(=N1)C(C)(F)F)N1CC2(C=3C=NC(=CC31)NC(C)=O)CC2